C(C)OP(=O)(C)CCN1C(NC(C1)=O)=O [2-[ethoxy(methyl)phosphoryl]ethyl]imidazolidine-2,4-dione